isostearyl margarate C(CCCCCCCCCCCCCCCC)(=O)OCCCCCCCCCCCCCCCC(C)C